ClC1=CC=C(CN2C(=NC3=C2C=CC=C3)N3C[C@@H](CCC3)N)C=C1 (R)-1-(1-(4-Chlorobenzyl)-1H-benzo[d]imidazol-2-yl)piperidin-3-amin